2-chloro-3,2'-difluoro-[1,1'-biphenyl] ClC1=C(C=CC=C1F)C1=C(C=CC=C1)F